3-((2,5-difluoro-4-(piperidin-4-yl)phenyl)amino)piperidine palladium-silver-cobalt [Co].[Ag].[Pd].FC1=C(C=C(C(=C1)C1CCNCC1)F)NC1CNCCC1